3-(3,4-dihydroxyphenyl)-2-(sulfooxy)propanic acid OC=1C=C(C=CC1O)CC(C(=O)O)OS(=O)(=O)O